(1s,3s)-3-((3-bromo-6-fluoropyridin-2-yl)amino)-1-methylcyclobutan-1-ol BrC=1C(=NC(=CC1)F)NC1CC(C1)(O)C